15-methyl-docosan-1,2-diol CC(CCCCCCCCCCCCC(CO)O)CCCCCCC